C(C)(=O)N[C@H](C(=O)N[C@H](C(=O)OCC)CCC(C=[N+]=[N-])=O)CC1=CNC2=CC=CC=C12 ethyl (S)-2-((S)-2-acetamido-3-(1H-indol-3-yl)propanamido)-6-diazo-5-oxohexanoate